Methyl 9-[(3-fluorophenyl)sulfonyloxy]-3,10-dimethoxy-13-methyl-5,6,7,8,13,13a-hexahydroisoquinolino[3,2-a]isoquinoline-2-carboxylate FC=1C=C(C=CC1)S(=O)(=O)OC1=C(C=CC=2C(C3N(CCC=4C=C(C(=CC34)C(=O)OC)OC)CC12)C)OC